4-((2,6-difluoro-4-(2-(methylsulfonamido)pyridin-4-yl)benzyl)oxy)phenyl sulfurofluoridate S(OC1=CC=C(C=C1)OCC1=C(C=C(C=C1F)C1=CC(=NC=C1)NS(=O)(=O)C)F)(=O)(=O)F